3-(2-aminoethylamino)propyl-dimethylmethoxysilane NCCNCCC[Si](OC)(C)C